FC1CC(N(CC1)CCCNC(=O)C1=CC2=C(N3C(S2)=NC(=C3)C3=C(C=C(C=C3)[C@H]3OCCC3)F)C=C1)=O N-(3-(4-fluoro-2-oxopiperidin-1-yl)propyl)-2-(2-fluoro-4-((S)-tetrahydrofuran-2-yl)phenyl)benzo[d]imidazo[2,1-b]thiazole-7-carboxamide